dichlorophenoxyacetyl-methoxybenzene ClC1=C(C(=C(C=C1)OC)C(COC1=CC=CC=C1)=O)Cl